5-[2-(3-amino-1-piperidyl)-4-(4-fluorophenyl)cyclopentoxy]pyrimidine NC1CN(CCC1)C1C(CC(C1)C1=CC=C(C=C1)F)OC=1C=NC=NC1